The molecule is a tetrasaccharide derivative that is beta-D-GlcA-(1->3)-beta-D-Gal-(1->3)-beta-D-Gal-(1->4)-beta-D-Xyl in which the reducing end hydroxy hydrogen has been replaced by a benzyl group. It is a tetrasaccharide derivative, a carbohydrate acid derivative and a glycoside. C1[C@H]([C@@H]([C@H]([C@@H](O1)OCC2=CC=CC=C2)O)O)O[C@H]3[C@@H]([C@H]([C@H]([C@H](O3)CO)O)O[C@H]4[C@@H]([C@H]([C@H]([C@H](O4)CO)O)O[C@H]5[C@@H]([C@H]([C@@H]([C@H](O5)C(=O)O)O)O)O)O)O